(R)-(4-(4-methoxypyrazolo[1,5-a]pyridin-2-yl)-6,7-dihydro-1H-imidazo[4,5-c]pyridin-5(4H)-yl)(5-(pyridin-2-yl)-1,3,4-oxadiazol-2-yl)methanone COC=1C=2N(C=CC1)N=C(C2)[C@@H]2N(CCC1=C2N=CN1)C(=O)C=1OC(=NN1)C1=NC=CC=C1